C(C1=CC=CC=C1)OC(=O)NC[C@H]1N(CCC1)C(=O)OC(C)(C)C tert-butyl (S)-2-((((benzyloxy) carbonyl)amino)methyl)pyrrolidine-1-carboxylate